NC1=C(C(=NN1CCO)C1=CC=C(C=C1)CNC(C1=C(C=CC=C1)OC)=O)C(=O)N 5-Amino-1-(2-hydroxyethyl)-3-[4-[[(2-methoxybenzoyl)amino]methyl]phenyl]pyrazole-4-carboxamide